N(=[N+]=[N-])CC=1N=C2N(N=C(C=C2)C2CC2)C1 (azidomethyl)-6-cyclopropylimidazo[1,2-b]pyridazine